3-(1-(4-Bromo-2-(methylsulfonyl)phenyl)-1H-pyrazol-4-yl)-5-fluorobenzyl-carbamic acid tert-butyl ester C(C)(C)(C)OC(NCC1=CC(=CC(=C1)F)C=1C=NN(C1)C1=C(C=C(C=C1)Br)S(=O)(=O)C)=O